3-((5-(3-chlorophenyl)-7-((2-(trimethylsilyl)ethoxy)methyl)-7H-pyrrolo[2,3-d]pyrimidin-4-yl)amino)-2-methylpropanamide ClC=1C=C(C=CC1)C1=CN(C=2N=CN=C(C21)NCC(C(=O)N)C)COCC[Si](C)(C)C